ClC=1C(=NC=CC1)N1N=C(C=C1C(=O)NC=1C(=CC=2N(C1C(=O)NC1(CC1)C)N=CC2)C)OC 6-(1-(3-Chloropyridin-2-yl)-3-methoxy-1H-pyrazol-5-carboxamido)-5-methyl-N-(1-methylcyclopropyl)pyrazolo[1,5-a]pyridin-7-carboxamid